Methyl (S)-2-((4-(3-((2-chloro-4-methylphenyl)(methyl)amino)benzylidene)piperidin-1-yl)methyl)-1-(oxetan-2-ylmethyl)-1H-benzo[d]imidazole-6-carboxylate ClC1=C(C=CC(=C1)C)N(C=1C=C(C=C2CCN(CC2)CC2=NC3=C(N2C[C@H]2OCC2)C=C(C=C3)C(=O)OC)C=CC1)C